N-(2-amino-2-methylpropyl)-N-(1-(4-fluoro-3-(trifluoromethyl)phenyl)cyclopropyl)cyclopropanecarboxamide NC(CN(C(=O)C1CC1)C1(CC1)C1=CC(=C(C=C1)F)C(F)(F)F)(C)C